tert-Butyl (1R,7E,20S,22R)-15-Bromo-19-oxo-10-oxa-3,16,18,21,25-pentaazapentacyclo[18.3.1.13,6.01,22.012,17]pentacosa-4,6(25),7,12,14,16-hexaene-21-carboxylate BrC1=CC=C2COC/C=C/C=3C=CN(C[C@@]45[C@H](N([C@H](C(NC2=N1)=O)C5)C(=O)OC(C)(C)C)C4)N3